1-(3-bromo-5-nitro-phenyl)-3-methoxy-azetidine BrC=1C=C(C=C(C1)[N+](=O)[O-])N1CC(C1)OC